2-(7-((2S,5R)-2,5-diethyl-4-(1-(2-methylthiazolo[5,4-b]pyridin-5-yl)ethyl)piperazin-1-yl)-4-methyl-5-oxo-4,5-dihydro-2H-pyrazolo[4,3-d]pyrimidin-2-yl)acetonitrile C(C)[C@@H]1N(C[C@H](N(C1)C(C)C1=CC=C2C(=N1)SC(=N2)C)CC)C=2C=1C(N(C(N2)=O)C)=CN(N1)CC#N